C(C)C(CCC=C)C 5-ethylhexene